diglycolic acid disodium salt [Na+].[Na+].C(COCC(=O)[O-])(=O)[O-]